2-((2S)-2-(((2-(3-chlorophenyl)-2-methyl-1-phenylpropoxy)carbonyl)amino)-4-methylpentanamido)-3-(5,5-dimethyl-2-oxopyrrolidin-3-yl)propanoic acid ClC=1C=C(C=CC1)C(C(OC(=O)N[C@H](C(=O)NC(C(=O)O)CC1C(NC(C1)(C)C)=O)CC(C)C)C1=CC=CC=C1)(C)C